Cl.NCCN1C=NC=C1 N-aminoethyl-imidazole hydrochloride